F[C@H](CNC(=O)C1=C(C=2N(N=C1)C=C(C2)N2N=CC=1C2=NC=NC1)NC(C)C)C(C)(C)O (R)-N-(2-fluoro-3-hydroxy-3-methylbutyl)-4-(isopropylamino)-6-(1H-pyrazolo[3,4-d]pyrimidin-1-yl)pyrrolo[1,2-b]pyridazine-3-carboxamide